FC=1C=CC=C2C(=CNC12)C1=NNC(=C1)NC(C1=CC=C(C=C1)NC1CCN(CC1)C)=O N-(3-(7-fluoro-1H-indol-3-yl)-1H-pyrazol-5-yl)-4-((1-methylpiperidin-4-yl)amino)benzamide